OC1CN(C1)C(=O)O[C@@H]1CC[C@H](CC1)C(N(C[C@@H]1CC[C@H](CC1)C1=NC(=C(C=C1)OC)C)C1=CC(=CC=C1)C=1C=NN(C1)C(C)C)=O trans-4-((3-(1-Iso-propyl-1H-pyrazol-4-yl)phenyl)((trans-4-(5-methoxy-6-methylpyridin-2-yl)-cyclohexyl)methyl)-carbamoyl)cyclohexyl 3-hydroxyazetidine-1-carboxylate